N-(benzyloxy)-2-chloro-2-phenylacetamide C(C1=CC=CC=C1)ONC(C(C1=CC=CC=C1)Cl)=O